2-((((CIS)-4-isopropylcyclohexyl)oxy)methyl)-3-(1-(tetrahydro-2H-pyran-2-yl)-1H-1,2,4-triazol-3-yl)pyridine C(C)(C)[C@H]1CC[C@H](CC1)OCC1=NC=CC=C1C1=NN(C=N1)C1OCCCC1